((4-((R)-2-(5-chloropyridin-2-yl)-2H-chromen-8-yl)piperidin-1-yl)methyl)-3-(((S)-oxetan-2-yl)methyl)-3H-imidazo[4,5-b]pyridine-5-carboxylic acid ClC=1C=CC(=NC1)[C@@H]1OC2=C(C=CC=C2C=C1)C1CCN(CC1)CC1=NC=2C(=NC(=CC2)C(=O)O)N1C[C@H]1OCC1